FC(=CC(=O)NC1=CC=CC=C1)C1=CC=C(C=C1)C 3-fluoro-N-phenyl-3-(p-tolyl)acrylamide